C(#N)C1CC2(C1)C[C@H](N(CC2)CC2=C1C=CNC1=C(C=C2OC)C)C2=CC=C(C(=O)NCC1(CNC1)F)C=C2 4-((2S,4s,6S)-2-cyano-7-((5-methoxy-7-methyl-1H-indol-4-yl)methyl)-7-azaspiro[3.5]nonan-6-yl)-N-((3-fluoroazetidin-3-yl)methyl)benzamide